COC1=NC=C(C(=N1)OC)C=1C=C(C=2N(N1)C=CN2)N2CC1(CCC1)CC2 6-(2,4-dimethoxypyrimidin-5-yl)-8-(6-azaspiro[3.4]octan-6-yl)imidazo[1,2-b]pyridazine